2-[2-fluoro-5-methyl-4-(piperidine-1-carbonyl)phenyl]-4-[[5-(4-hydroxy-1-piperidyl)-2-pyridyl]amino]-6H-1,6-naphthyridin-5-one FC1=C(C=C(C(=C1)C(=O)N1CCCCC1)C)C1=NC=2C=CNC(C2C(=C1)NC1=NC=C(C=C1)N1CCC(CC1)O)=O